5-(3-Amino-2-fluoro-phenyl)-7-methyl-7H-pyrrolo[2,3-d]pyrimidin-4-ylamine Hydrochloride Salt Cl.NC=1C(=C(C=CC1)C1=CN(C=2N=CN=C(C21)N)C)F